3-[2-[(E)-5-[3-(benzenesulfonylamino)phenyl]pent-4-enoxy]phenyl]propanoic acid C1(=CC=CC=C1)S(=O)(=O)NC=1C=C(C=CC1)/C=C/CCCOC1=C(C=CC=C1)CCC(=O)O